CC1(NN(C(C1NNC1=CC=C(C=C1)N)=O)C1=CC=CC=C1)[N+]#N 3-methyl-4-((4-aminophenyl)diazanyl)-1-phenyl-1H-pyrazol-5(4H)-onediazonium